ClC1=C(C(=CC=C1Cl)OC)CC1CCN(CC1)C(=O)[C@H]1CN(CC1)C(=O)OC(C)(C)C tert-butyl (3R)-3-[4-[(2,3-dichloro-6-methoxyphenyl)methyl]piperidine-1-carbonyl]pyrrolidine-1-carboxylate